4-(3-((R)-3-Aminopiperidin-1-carbonyl)-1-(2-fluoro-4-((R)-3-fluoropyrrolidin-1-yl)phenyl)-1H-pyrazol-5-yl)-2-fluorobenzonitril N[C@H]1CN(CCC1)C(=O)C1=NN(C(=C1)C1=CC(=C(C#N)C=C1)F)C1=C(C=C(C=C1)N1C[C@@H](CC1)F)F